O1COC2=C1C=CC=C2C2=CC(=C1C(=N2)C=NN1C(C)C)N[C@H]1COCC1 5-(1,3-benzodioxol-4-yl)-1-isopropyl-N-[(3R)-tetrahydrofuran-3-yl]pyrazolo[4,3-b]pyridin-7-amine